tert-butyl (piperidin-1-ylsulfonyl)carbamate N1(CCCCC1)S(=O)(=O)NC(OC(C)(C)C)=O